IC1=CC=C(C=C1)[B-](C1=CC=CC=C1)(C1=CC=CC=C1)C1=CC=CC=C1.[Na+] sodium (4-iodophenyl)triphenylborate